[Cl-].[Cl-].CC1=C(C(=C(C1(C)[Zr+2]C1C(=CC2=C(C=C(C=C12)C)C)C)C)C)C (pentamethylcyclopentadienyl)(2,4,6-trimethylindenyl)zirconium dichloride